N-(7-chloro-6-(4-oxocyclohexyl)isoquinolin-3-yl)-2-ethyl-3-(1-methyl-1H-pyrazol-4-yl)cyclopropane-1-carboxamide ClC1=C(C=C2C=C(N=CC2=C1)NC(=O)C1C(C1C=1C=NN(C1)C)CC)C1CCC(CC1)=O